(R)-10-butyl-11-methyl-8-phenyl-8,9,10,11-tetrahydro-5H-pyrido[3',2':3,4]chromeno[7,6-f][1,2,5]thiadiazepine-2-carboxylic acid 12,12-dioxide C(CCC)[C@H]1N(S(C2=C(N(C1)C1=CC=CC=C1)C=C1OCC3=C(C1=C2)N=C(C=C3)C(=O)O)(=O)=O)C